C(#N)C=1C=C(CN2CC=3C(N(C=4N(C3CC2)C=CN4)CC4=CC=C(C=C4)CC)=O)C=CC1 7-(3-cyanobenzyl)-4-(4-ethylbenzyl)-6,7,8,9-tetrahydroimidazo[1,2-a]pyrido[3,4-e]pyrimidine-5(4H)-one